ClC=1C=C(C=CC1O)/C=C/C(=O)C1=CC=C(C=C1)OCCC (E)-3-(3-Chloro-4-hydroxyphenyl)-1-(4-propoxyphenyl)prop-2-en-1-one